n-methyl-2-(2-morpholinoethyl)-N-phenyl-1,2,3,4-tetrahydroisoquinolin-7-amine hydrochloride Cl.CN(C1=CC=C2CCN(CC2=C1)CCN1CCOCC1)C1=CC=CC=C1